C(C(C)C)C1C(O[Al](CC1)CC(C)C)(CC(C)C)CC(C)C tetraisobutyl-alumoxane